C1(CC1)C1=NN(C=N1)C1CC2(CN(C2)C(=O)N2CCC(CC2)NS(=O)(=O)C2=CC=C(C=C2)C(F)(F)F)C1 N-[1-[6-(3-cyclopropyl-1,2,4-triazol-1-yl)-2-azaspiro[3.3]heptane-2-carbonyl]-4-piperidyl]-4-(trifluoromethyl)benzenesulfonamide